CN(CCOC=1C=CC(=C(C(=O)NC2(CC2)C2=CC=CC=3N(C4=CC=CC=C4C23)C(=O)OC(C)(C)C)C1)C)C tert-Butyl 4-(1-(5-(2-(dimethylamino)ethoxy)-2-methylbenzamido)cyclopropyl)-9H-carbazole-9-carboxylate